5-((3,3-difluoro-1-methylpiperidin-4-yl)oxy)-6-methoxyquinoline-3-carbonitrile FC1(CN(CCC1OC1=C2C=C(C=NC2=CC=C1OC)C#N)C)F